FC1=CC=C(C(=O)NC2(CC2)C2=NC=3CCCN(C3C=C2)C(=O)C=2C=NN(C2)C)C=C1 4-fluoro-N-{1-[5-(1-methyl-1H-pyrazole-4-carbonyl)-5,6,7,8-tetrahydro-1,5-naphthyridin-2-yl]cyclopropyl}benzamide